3-(4-(6-chloro-4-oxo-3,4-dihydro-7H-pyrrolo[2,3-d]pyrimidin-7-yl)phenyl)-3-methylmorpholine-4-carboxylic acid tert-butyl ester C(C)(C)(C)OC(=O)N1C(COCC1)(C)C1=CC=C(C=C1)N1C(=CC2=C1N=CNC2=O)Cl